α,α-bis(dimethylphenyl)-γ-caprolactone CC=1C(=C(C=CC1)C1(C(=O)OC(C1)CC)C1=C(C(=CC=C1)C)C)C